(cis)-1-Benzyl 5-tert-butyl 3a-fluoro-3-hydroxyhexahydropyrrolo[3,4-b]pyrrole-1,5-dicarboxylate FC12C(N(CC1O)C(=O)OCC1=CC=CC=C1)CN(C2)C(=O)OC(C)(C)C